4-aminophenylacetamide 4-benzoyl-deoxycytidin-3'-yl-[3,4,5-tris(octadecyloxy)benzyl]succinate C(C1=CC=CC=C1)(=O)C1(NC(N([C@H]2C[C@](O)([C@@H](CO)O2)C(C(=O)O)(CC(=O)O)CC2=CC(=C(C(=C2)OCCCCCCCCCCCCCCCCCC)OCCCCCCCCCCCCCCCCCC)OCCCCCCCCCCCCCCCCCC)C=C1)=O)N.NC1=CC=C(C=C1)CC(=O)N